2-((3-(5-Isopropoxypyridin-2-yl)-1,2,4-thiadiazol-5-yl)amino)nicotinamide C(C)(C)OC=1C=CC(=NC1)C1=NSC(=N1)NC1=C(C(=O)N)C=CC=N1